C(C1=CC=CC=C1)OC1=C(C=C(C=C1)C1=NC(=CN=C1)Br)OC 2-[4-(benzyloxy)-3-methoxyphenyl]-6-bromopyrazine